3-(4-cyano-2-methoxyphenoxy)-6-[4-(difluoromethyl)phenyl]-N-{3-[(R)-imino(methyl)oxo-λ6-sulfanyl]phenyl}-5-methylpyridazine-4-carboxamide C(#N)C1=CC(=C(OC=2N=NC(=C(C2C(=O)NC2=CC(=CC=C2)[S@](=O)(C)=N)C)C2=CC=C(C=C2)C(F)F)C=C1)OC